(1r,5s,6r)-N-(1-cyanocyclopropyl)-3-[1-(propan-2-yl)-1H-imidazole-4-carbonyl]-3-azabicyclo[3.1.0]hexane-6-carboxamide C(#N)C1(CC1)NC(=O)C1[C@H]2CN(C[C@@H]12)C(=O)C=1N=CN(C1)C(C)C